1-(4-((2-(4-cyclopropyl-6-methoxypyrimidin-5-yl)-5H-pyrrolo[3,2-d]pyrimidin-7-yl)methyl)phenyl)-5-methyl-1H-pyrazole-3-carbonitrile C1(CC1)C1=NC=NC(=C1C=1N=CC2=C(N1)C(=CN2)CC2=CC=C(C=C2)N2N=C(C=C2C)C#N)OC